6-(1-bromoethyl)-7-methylquinoline BrC(C)C=1C=C2C=CC=NC2=CC1C